isopropyl 4-dimethylamino-α-cyanocinnamate CN(C1=CC=C(C=C(C(=O)OC(C)C)C#N)C=C1)C